benzyl (S)-2-amino-2-(3-hydroxyphenyl)acetate hydrochloride Cl.N[C@H](C(=O)OCC1=CC=CC=C1)C1=CC(=CC=C1)O